CN1N=C(C2=CC=CC=C12)NC(=O)C1=NC=NC(=C1)C1=CC(=C(C=C1)Cl)Cl 6-(3,4-dichloro-phenyl)-pyrimidine-4-carboxylic acid (1-methyl-1H-indazol-3-yl)-amide